biphenyl-butyric acid methyl ester COC(CCCC=1C(=CC=CC1)C1=CC=CC=C1)=O